C(C)(C)(C)OC(=O)N1CC2(C1)CC(C2)OC2=C(C(=C1C(=N2)C(=CS1)C(NC)=O)C(F)(F)F)C 6-((6-methyl-3-(methylcarbamoyl)-7-(trifluoromethyl)thieno[3,2-b]pyridin-5-yl)oxy)-2-azaspiro[3.3]heptane-2-carboxylic acid tert-butyl ester